CC(C)(C)OC(=O)NCCCC[C@@H](C(=O)O)NC(=O)OCC1C2=CC=CC=C2C3=CC=CC=C13 N-alpha-Fmoc-Nepsilon-Boc-L-lysine